Bis(4-cyanatophenyl) sulfon O(C#N)C1=CC=C(C=C1)S(=O)(=O)C1=CC=C(C=C1)OC#N